CC=1N=CC(=NC1)N1N=CC(=C1)C=O 1-(5-methylpyrazin-2-yl)-1H-pyrazole-4-carbaldehyde